7,8-dichloro-1-ethyl-10-hydroxy-3,4,5,6-tetrahydroazepino[4,5-b]indol-2(1H)-one ClC1=C(C=C(C=2C3=C(NC12)CCNC(C3CC)=O)O)Cl